C(#N)[C@H]1N(C[C@@H](C1)NC)C(=O)C1=NN(C=2N(C([C@H]([C@H](C21)C2CC2)NC(C2=CC(=CC=C2)C(F)(F)F)=O)=O)CC)C2CCOCC2 |o1:5| N-[(4S,5S)-3-[(2S,4R*)-2-cyano-4-(methylamino)pyrrolidine-1-carbonyl]-4-cyclopropyl-7-ethyl-1-(oxan-4-yl)-6-oxo-4H,5H-pyrazolo[3,4-b]pyridin-5-yl]-3-(trifluoromethyl)benzamide